(E)-3-[4-(Difluoromethoxy)phenyl]-1-(4-hydroxyphenyl)prop-2-en-1-one FC(OC1=CC=C(C=C1)/C=C/C(=O)C1=CC=C(C=C1)O)F